FC(C(S(=O)(=O)[O-])(F)F)(S(=O)(=O)[O-])F.C(C)(C)(C)C1=CC=C(C=C1)[S+](C1=CC=C(C=C1)C(C)(C)C)C1=CC=C(C=C1)C(C)(C)C.C(C)(C)(C)C1=CC=C(C=C1)[S+](C1=CC=C(C=C1)C(C)(C)C)C1=CC=C(C=C1)C(C)(C)C bis(tris(4-t-butyl-phenyl)sulfonium) perfluoroethanedisulfonate